C(C)OC=1C=C(C=2C(C3=CC=CC=C3[Se]C2C1)=C1CCN(CC1)C)O 4-(3-Ethoxy-1-hydroxy-selenoxanthen-9-yliden)-1-methyl-piperidine